CS(=O)C1=CC=C(C=C1)CO (4-(methylsulfinyl)phenyl)methanol